3-({3-fluoro-2-[(methylsulfamoyl)amino]pyridin-4-yl}methyl)-4-methyl-2-oxochromen-7-yl trifluoromethanesulfonate FC(S(=O)(=O)OC1=CC=C2C(=C(C(OC2=C1)=O)CC1=C(C(=NC=C1)NS(NC)(=O)=O)F)C)(F)F